acetamidobenzamide C(C)(=O)NC1=C(C(=O)N)C=CC=C1